(N-methyl-4-pyridyl)chloroporphine CN1CC=C(C=C1)C=1C(=C2NC1C=C1C=CC(=N1)C=C1C=CC(N1)=CC=1C=CC(N1)=C2)Cl